(4aS,5aR)-5,5-difluoro-5a-methyl-1,4,4a,5,5a,6-hexahydrocyclopropa[f]indazole-3-carboxylic acid FC1([C@H]2CC=3C(=NNC3C[C@]21C)C(=O)O)F